2-chloro-6-(trifluoromethyl)pyridin-4-ylboronic acid ClC1=NC(=CC(=C1)B(O)O)C(F)(F)F